OCCCCC=1N=C(N(C1)C1=CC=CC=C1)C1=C(C(=O)N)C=CC=C1C=1C=NNC1 (4-(4-hydroxybutyl)-1-phenyl-1H-imidazol-2-yl)-3-(1H-pyrazol-4-yl)benzamide